ClC1=C(C=NC=C1)NC1=CC(=C(OC2=CC=NC3=CC(=C(C=C23)OC)OCCN(C(OC(C)(C)C)=O)C)C=C1F)F tert-butyl N-[2-({4-[4-(4-chloropyridin-3-ylamino)-2,5-difluorophenoxy]-6-methoxyquinolin-7-yl} oxy) ethyl]-N-methylcarbamate